COC(C[C@@H]1CN(CC(C1)(F)F)C=1C(=NC(=CC1)C=1N=NN(C1CO)C)CC)=O (S)-2-(1-(2-ethyl-6-(5-(hydroxymethyl)-1-methyl-1H-1,2,3-triazol-4-yl)pyridin-3-yl)-5,5-difluoropiperidin-3-yl)acetic acid methyl ester